(S)-1-(3-methoxy-4-fluorophenyl)ethan-1-amine hydrochloride Cl.COC=1C=C(C=CC1F)[C@H](C)N